CN(C/C=C/C(=O)NC=1C=C(C(=O)NC2=CC=C(C=C2)NC2=NC=CC(=N2)C=2C(=NN3C2C=CC=C3)C3=CC=CC=C3)C=CC1)C 3-[[(E)-4-(dimethylamino)but-2-enoyl]amino]-N-[4-[[4-(2-phenylpyrazolo[1,5-a]pyridin-3-yl)pyrimidin-2-yl]amino]phenyl]benzamide